C(C1=CC=CC=C1)[C@@H]1N(OCC1)C1=CC(=NC=N1)NC=1C(=CC(=C(C1)NC(C=C)=O)N1C[C@@H](CC1)N(C)C)OC N-(5-((6-((S)-3-benzylisoxazolidine-2-yl)pyrimidine-4-yl)amino)-2-((R)-3-(dimethylamino)pyrrolidine-1-yl)-4-methoxyphenyl)acrylamide